FC=1C=C(C=C(C1)F)[C@@H]1N(OCC1)C(=O)[C@H]1[C@H](CN(CC1)C1=CC(=NC=N1)C(=O)N)F 6-((3R,4S)-4-((R)-3-(3,5-difluorophenyl)isoxazolidine-2-carbonyl)-3-fluoropiperidin-1-yl)pyrimidine-4-carboxamide